N-(3-((isoxazol-3-yloxy)methyl)benzyl)-5-(4-(trifluoromethyl)phenyl)-2-naphthamide O1N=C(C=C1)OCC=1C=C(CNC(=O)C2=CC3=CC=CC(=C3C=C2)C2=CC=C(C=C2)C(F)(F)F)C=CC1